N-[6-(2-chloro-5-fluorophenyl)-3-[cyclopropyl(hydroxy)methyl]-2-methyl-8-oxo-7,8-dihydro-6H-pyrrolo[4,3-g]indazol-5-yl]-5-fluoro-3-(trifluoromethyl)benzamide ClC1=C(C=C(C=C1)F)C1NC(C2=C1C(=CC1=C(N(N=C21)C)C(O)C2CC2)NC(C2=CC(=CC(=C2)F)C(F)(F)F)=O)=O